C1(CC1)C([C@@H](C(=O)NC1=CC=C(C=C1)C=1C(=NN(C1C)COCC[Si](C)(C)C)C)NC(=O)C=1N(N=CC1)CCCSC)C1CC1 N-[(1S)-1-(dicyclopropylmethyl)-2-[4-[3,5-dimethyl-1-(2-trimethylsilylethoxymethyl)pyrazol-4-yl]anilino]-2-oxo-ethyl]-2-(3-methylsulfanylpropyl)pyrazole-3-carboxamide